(S)-2-((4-Methoxyphenyl)amino)-1-phenyl-2-(4-(trifluoromethyl)phenyl)ethane-1-one COC1=CC=C(C=C1)N[C@H](C(=O)C1=CC=CC=C1)C1=CC=C(C=C1)C(F)(F)F